di(n-octyloxy)phosphonoglycolic acid C(CCCCCCC)OOP(=O)(OOCCCCCCCC)OCC(=O)O